7-(3-(4-Methoxy-2,5-dimethylphenyl)-7,8-dihydro-1,6-naphthyridin-6(5H)-yl)-2,6-dimethyl-[1,2,4]triazolo[4,3-a]pyrimidin-3(2H)-one COC1=CC(=C(C=C1C)C=1C=NC=2CCN(CC2C1)C1=NC=2N(C=C1C)C(N(N2)C)=O)C